4-(6-(2-Ethyl-1-(1H-1,2,4-triazol-1-yl)butyl)benzo[d]thiazol-2-yl)benzoic Acid C(C)C(C(N1N=CN=C1)C1=CC2=C(N=C(S2)C2=CC=C(C(=O)O)C=C2)C=C1)CC